CC=1C=C(C=CC1OC1=CC2=C(N(C=N2)C)C=C1)NC1=NC=NC2=C1N=C(N=C2)N2CCC(CC2)NC(C=C)=O N-{1-[8-({3-methyl-4-[(1-methyl-1H-1,3-benzodiazol-5-yl)oxy]phenyl}amino)-[1,3]-diazino[5,4-d]pyrimidin-2-yl]piperidin-4-yl}prop-2-enamide